(2S)-3-[3-(3-Hydroxy-propanoylamino)phenyl]-2-[(3R)-pyrrolidin-3-yl]propanoic acid OCCC(=O)NC=1C=C(C=CC1)C[C@H](C(=O)O)[C@@H]1CNCC1